3-chloro-2,2-dimethyl-propanoic acid ClCC(C(=O)O)(C)C